(S)-N-((R)-1-cyclopentyl-2-(((R)-1-(methylamino)-1-oxo-5-phenylpentan-2-yl)amino)-2-oxoethyl)-1-methylpiperidine-2-carboxamide C1(CCCC1)[C@H](C(=O)N[C@@H](C(=O)NC)CCCC1=CC=CC=C1)NC(=O)[C@H]1N(CCCC1)C